FC(C1=NC=C(C(=C1)C1=C(C(=O)O)C=CC(=C1)C)OC)F 2-(2-(Difluoromethyl)-5-methoxypyridin-4-yl)-4-methylbenzoic acid